benzophenone dibromide [Br-].[Br-].C(C1=CC=CC=C1)(=O)C1=CC=CC=C1